N-(3-amino-6-(4-fluorophenyl)pyridin-2-yl)-6-(4-fluorophenyl)nicotinamide NC=1C(=NC(=CC1)C1=CC=C(C=C1)F)NC(C1=CN=C(C=C1)C1=CC=C(C=C1)F)=O